CN(CCC(=O)O[C@H]1C[C@H](N(C1)CCCCCCC(C(=O)OC(CCCCCCCC)CCCCCC)(C)C)C(=O)OCCCCCCC(C(=O)OC(CCCCCCCC)CCCCCCCC)(C)C)C [7,7-dimethyl-8-(1-octylnonoxy)-8-oxo-octyl] (2S,4S)-4-[3-(dimethylamino)propanoyl oxy]-1-[8-(1-hexylnonoxy)-7,7-dimethyl-8-oxo-octyl]pyrrolidine-2-carboxylate